ClC1=CC(=C2C(=N1)C(NC2)=O)C=C 2-chloro-4-vinyl-5,6-dihydro-7H-pyrrolo[3,4-b]pyridin-7-one